The molecule is a methyl glycoside that is beta-D-Gal-(1->4)-[beta-D-Gal-(1->4)-beta-D-Glc-(1->6)]-beta-D-GlcNAc in which the CH2OH of the galactose within the trisaccharide chain is replaced by anionic carboxylate, the hydroxy group at position 6 of the galactose residue linked to O-4 of the reducing end glucosaminyl residue is replaced by an ammoniumyl group and the hydroxy group at the reducing-end anomeric centre is methylated. It contains an azaniumyl group. It derives from a beta-D-Galp-(1->4)-[beta-D-Galp-(1->4)-beta-D-Glcp-(1->6)]-beta-D-GlcpNAc. CC(=O)N[C@@H]1[C@H]([C@@H]([C@H](O[C@H]1OC)CO[C@H]2[C@@H]([C@H]([C@@H]([C@H](O2)CO)O[C@H]3[C@@H]([C@H]([C@H]([C@H](O3)C(=O)[O-])O)O)O)O)O)O[C@H]4[C@@H]([C@H]([C@H]([C@H](O4)C[NH3+])O)O)O)O